COC1=CC2=C(N=C(OC2)C)C=C1 6-methoxy-2-methyl-4H-benzo[d][1,3]oxazine